N-((2S)-3-cyclohexyl-1-oxo-1-((1-oxo-3-(2-oxo-8-oxa-1-azaspiro[4.5]decan-3-yl)propan-2-yl)amino)propan-2-yl)-4-methoxy-1H-indole-2-carboxamide C1(CCCCC1)C[C@@H](C(NC(C=O)CC1C(NC2(C1)CCOCC2)=O)=O)NC(=O)C=2NC1=CC=CC(=C1C2)OC